3-(4-bromo-3-fluorophenyl)-8-((2-chloropyrimidin-5-yl)methyl)pyrido[2,3-d]pyrimidine-2,4(3H,8H)-dione BrC1=C(C=C(C=C1)N1C(N=C2C(C1=O)=CC=CN2CC=2C=NC(=NC2)Cl)=O)F